N-(1-(azetidin-3-yl)-1H-pyrazol-4-yl)-5-(furan-2-yl)isoxazole-3-carboxamide hydrochloride Cl.N1CC(C1)N1N=CC(=C1)NC(=O)C1=NOC(=C1)C=1OC=CC1